(R)-6-(8-(4-methoxyphenyl)-6-azaspiro[3.4]octane-6-carbonyl)pyrazin-2(1H)-one COC1=CC=C(C=C1)[C@H]1CN(CC12CCC2)C(=O)C2=CN=CC(N2)=O